4-aminopyridazine NC1=CN=NC=C1